N-(5-chlorothiazol-2-yl)-2-methylbenzamide ClC1=CN=C(S1)NC(C1=C(C=CC=C1)C)=O